COCC(=O)NC1=NC=CC(=C1)COC1=CC=C(C2=CC=CC=C12)NC(=O)NC=1N(N=C(C1)C(C)(C)C)C1=CC=C(C=C1)C 2-methoxy-1-{4-[(4-{3-[5-(tert-butyl)-2-(p-tolyl)-2H-pyrazol-3-yl]ureido}-1-naphthyloxy)methyl]-2-pyridylamino}-1-ethanone